CC(C(C)O)NC1=NC(=NC(=N1)C1=NC(=CC=C1)C(F)(F)F)NC1=CC(=NC=C1)C(F)(F)F methyl-1-(4-(6-(trifluoromethyl)pyridin-2-yl)-6-(2-(trifluoromethyl)pyridin-4-ylamino)-1,3,5-triazin-2-ylamino)propan-2-ol